1,5-dimethyl-9-(2-carboxyethyl)carbonyloxyanthracene CC1=CC=CC2=CC3=C(C=CC=C3C(=C12)OC(=O)CCC(=O)O)C